FC1=C(CNC(OC23CC4(CC(CC(C2)C4)C3)NCC(=O)N3CC4=CC=CC=C4C3)=O)C=CC(=C1)F 3-((2-(isoindolin-2-yl)-2-oxoethyl)amino)adamantan-1-yl (2,4-difluorobenzyl)carbamate